ClC=1C=C(C=C(C1OCC1(CC1)O)Cl)C=1C(CC(NN1)=O)C 6-{3,5-dichloro-4-[(1-hydroxycyclopropyl)methoxy]phenyl}-5-methyl-4,5-dihydro-2H-pyridazin-3-one